(+/-)-trans-3-((5-fluoro-2-(5-fluoro-1H-pyrrolo[2,3-b]pyridin-3-yl)-6-(4-(trifluoromethyl)phenyl)pyrimidin-4-yl)amino)bicyclo[2.2.2]octane-2-carboxylic acid FC=1C(=NC(=NC1C1=CC=C(C=C1)C(F)(F)F)C1=CNC2=NC=C(C=C21)F)NC2C(C1CCC2CC1)C(=O)O